ClC1=C2OC3=C(C=CC(C(NC4=CC=CC(S(NC(N=C1C1=C(C=CC=C1C)C)=N2)(=O)=O)=C4)=O)=C3)C 4-chloro-5-(2,6-dimethylphenyl)-20-methyl-9,9-dioxo-2-oxa-9λ6-thia-6,8,15,23-tetraazatetracyclo[15.3.1.13,7.110,14]tricosa-1(20),3,5,7(23),10(22),11,13,17(21),18-nonaen-16-one